O(C(=O)CCCCCCCCC)CCC(C)C Isoamyl Caprate